2-(4-methoxyphenyl)-3-(5-methylthiazol-4-yl)-6-(4-phenylbutoxy)-1H-inden-1-one COC1=CC=C(C=C1)C=1C(C2=CC(=CC=C2C1C=1N=CSC1C)OCCCCC1=CC=CC=C1)=O